ClC=1C(=C(NC2=C(NC3=C2C(NCC3)=O)C3=C(C=NC=C3)OCC3OCC3)C=CC1)C 3-(3-chloro-2-methylanilino)-2-{3-[(oxetan-2-yl)methoxy]pyridin-4-yl}-1,5,6,7-tetrahydro-4H-pyrrolo[3,2-c]pyridin-4-one